(1-(cyclopropylsulfonyl)-1H-pyrazol-4-yl)-N-(4-(4-methoxy-4-methylpiperidin-1-yl)-5-(pyridin-3-ylethynyl)pyridin-2-yl)pyrimidin-4-amine C1(CC1)S(=O)(=O)N1N=CC(=C1)C1=NC=CC(=N1)NC1=NC=C(C(=C1)N1CCC(CC1)(C)OC)C#CC=1C=NC=CC1